OCC1=CC=C(C1)CO 1,4-bis(hydroxymethyl)-1,3-cyclopentadiene